F[Sb-](F)(F)(F)(F)F.C1(=CC=CC=C1)SC1=CC=C(C=C1)[S+](C1=CC=CC=C1)C1=CC=CC=C1.C1(=CC=CC=C1)SC1=CC=C(C=C1)[S+](C1=CC=CC=C1)C1=CC=CC=C1.F[Sb-](F)(F)(F)(F)F bis[4-(phenylthio)phenyldiphenylsulfonium] hexafluoroantimonate